N-ethoxyl-urea O(CC)NC(=O)N